O.[Zn].[Zn] zinc-zinc monohydrate